ClC1=C(C=CC=C1)[C@H]([C@H](C)C=1N(C(C(=C(N1)C(=O)NC=1C=NOC1)OC)=O)C)C1=CC=CC=C1 2-((1r,2s)-1-(2-chlorophenyl)-1-phenylpropan-2-yl)-N-(isoxazol-4-yl)-5-methoxy-1-methyl-6-oxo-1,6-dihydropyrimidine-4-carboxamide